C(C1=CC=CC=C1)=CC(=O)C=CC1=CC=CC=C1.[Pd].[Pd] dipalladium (dibenzylideneacetone)